N-(1-cyclopentyl-3-cyano-1H-indol-5-yl)-1H-imidazole-4-carboxamide C1(CCCC1)N1C=C(C2=CC(=CC=C12)NC(=O)C=1N=CNC1)C#N